Benzyl 1-(tetrahydrofuran-2-yl)cyclobutane-1-carboxylate O1C(CCC1)C1(CCC1)C(=O)OCC1=CC=CC=C1